[Si]([O-])([O-])([O-])O.[Sc+3] Scandium monosilicate